[O-]I The molecule is a monovalent inorganic anion obtained by deprotonation of hypoiodous acid. It is an iodine oxide, an iodine oxoanion and a monovalent inorganic anion. It is a conjugate base of a hypoiodous acid.